COC1=C(C=CC(=C1)C[C@@H](C(=O)O)N)O The molecule is a L-tyrosine derivative that is the 3-methoxy derivative of L-dopa. It has a role as a human metabolite. It is a L-tyrosine derivative, a monomethoxybenzene and a non-proteinogenic L-alpha-amino acid. It derives from a L-dopa. It is a tautomer of a 3-O-methyldopa zwitterion.